6-chloro-5-(cyclopropylmethyl)-4-(6-cyclopropylpyridin-3-yl)-2-(2-methyl-2H-indazol-5-yl)-3-oxo-3,5-dihydro-2H-pyrrolo[3,2-c]pyridazine-7-carbonitrile ClC1=C(C2=NN(C(C(=C2N1CC1CC1)C=1C=NC(=CC1)C1CC1)=O)C1=CC2=CN(N=C2C=C1)C)C#N